N-(5-Bromo-2-(3-(dimethylamino)azetidin-1-yl)pyridin-3-yl)ethanesulfonamide BrC=1C=C(C(=NC1)N1CC(C1)N(C)C)NS(=O)(=O)CC